2-Methyl-5-(3-(difluoromethoxy)phenyl)-N-(3-(chloromethyl)-1,2,4-thiadiazol-5-yl)thiophene-3-Formamide CC=1SC(=CC1C(=O)NC1=NC(=NS1)CCl)C1=CC(=CC=C1)OC(F)F